FC(COS(=O)(=O)C1=C(C=CC=C1)C#CC#CC#CC#CC1=CC=C(C(=O)OC)C=C1)(F)F methyl 4-((2-((2,2,2-trifluoroethoxy)sulfonyl)phenyl)octa-1,3,5,7-tetrayn-1-yl)benzoate